2,6-bis{[(4-ethenylphenyl)methyl]thio}-naphthalene C(=C)C1=CC=C(C=C1)CSC1=CC2=CC=C(C=C2C=C1)SCC1=CC=C(C=C1)C=C